FC(OC1=NC=CC=C1C1(CC1)C(=O)N[C@H](C(=O)O)CCN(CCCCC1=NC=2NCCCC2C=C1)C[C@@H](CF)OC)F (S)-2-(1-(2-(difluoromethoxy)pyridin-3-yl)cyclopropane-1-carboxamido)-4-(((S)-3-fluoro-2-methoxypropyl)(4-(5,6,7,8-tetrahydro-1,8-naphthyridin-2-yl)butyl)amino)butanoic acid